ClC1CCOC2=C(C=C(C=C12)F)F 4-chloro-6,8-difluorochromane